BrC=1N=C(C=2N(C1)C=C(N2)C(=O)OCC)N2CCN(CC2)C(=O)OC(C)(C)C Ethyl 6-bromo-8-(4-(tert-butoxycarbonyl)piperazin-1-yl)imidazo[1,2-a]pyrazine-2-carboxylate